FC1=CC=C(C=C1)N(C(=O)[C@H]1N([C@@H](CC1)C)C(=O)OC(C)(C)C)C tert-butyl (2S,5R)-2-((4-fluorophenyl)(methyl)carbamoyl)-5-methylpyrrolidine-1-carboxylate